3-Amino-1-(2-methoxyethyl)-5-(1,1,1-trifluoropropan-2-yl)-1,5-dihydro-4H-pyrrolo[3,2-c]pyridin-4-one hydrochloride Cl.NC1=CN(C2=C1C(N(C=C2)C(C(F)(F)F)C)=O)CCOC